(S)-1-hydroxypropan-2-yl (S)-2-hydroxypropionate O[C@H](C(=O)O[C@H](CO)C)C